4-(4-(difluoromethoxy)phenyl)-7-fluoro-2-(2-methyl-2H-indazol-5-yl)-6-((2,2,2-trifluoroethyl)amino)pyrido[3,2-c]pyridazin-3(2H)-one FC(OC1=CC=C(C=C1)C1=C2C(=NN(C1=O)C1=CC3=CN(N=C3C=C1)C)C=C(C(=N2)NCC(F)(F)F)F)F